ClC=1C=C(C(=NC1)OCCN1C(C2=CC=CC=C2C1=O)=O)C(F)(F)F 2-(2-((5-chloro-3-(trifluoromethyl)pyridin-2-yl)oxy)ethyl)isoindoline-1,3-dione